(1s,3s)-3-{3-[4-(methoxymethoxy)-2,3-dihydro-1H-inden-5-yl]-4-methyl-7H-pyrrolo[2,3-c]pyridazin-7-yl}-1-methylcyclobutanol COCOC1=C2CCCC2=CC=C1C1=C(C2=C(N=N1)N(C=C2)C2CC(C2)(O)C)C